BrC1=C2C(=NN(C2=CC=C1)C)C#N bromo-1-methyl-indazole-3-carbonitrile